(4-((1-(3,5-dichlorophenyl)piperidin-4-yl)thio)-1H-1,2,3-triazol-5-yl)methanol ClC=1C=C(C=C(C1)Cl)N1CCC(CC1)SC=1N=NNC1CO